N-ethylcyclohexanamine C(C)NC1CCCCC1